1-(2,2-dimethyl-4-propyl-1-quinolinyl)ethanone CC1(N(C2=CC=CC=C2C(=C1)CCC)C(C)=O)C